COC1=C(CCN)C=C(C=C1)OC 2,5-dimethoxyphenethylamine